C(C)(C)(C)OC(=O)NCC1CN(C2=CC=CC=C2C1)C1=CC=C(C(=O)O)C=C1 4-(3-(((tert-butoxycarbonyl)amino)methyl)-3,4-dihydroquinolin-1(2H)-yl)benzoic acid